ClC1=C(C=C(C(=C1NC=1C(=C2C(N(C=NC2=CC1)C)=O)C)F)F)N(S(=O)(=O)CCC)COCC[Si](C)(C)C N-(2-chloro-3-((3,5-dimethyl-4-oxo-3,4-dihydroquinazolin-6-yl)amino)-4,5-difluorophenyl)-N-((2-(trimethylsilyl)ethoxy)methyl)propane-1-sulfonamide